FC(OC1=CC=C(C=C1)C1=CN=C2N1C=CN=C2NC2=CC(=C(C(=O)N(C)CCCSC1=NN=NN1CCN(C)C)C=C2)C)F 4-[[3-[4-(difluoromethoxy)phenyl]imidazo[1,2-a]pyrazin-8-yl]amino]-N-[3-[1-[2-(dimethylamino)ethyl]tetrazol-5-yl]sulfanylpropyl]-N,2-dimethylbenzamide